Cl.NC(CNCC(=O)O)N diaminoethyl-glycine hydrochloride salt